C12=C(C(=C3C(=C1C(=O)O)C(=O)OC3=O)C(=O)O)C(=O)OC2=O mellitic acid dianhydride